1,1-di(tert.-butylperoxy)-cyclohexane C(C)(C)(C)OOC1(CCCCC1)OOC(C)(C)C